3-(2-fluorophenyl)-N-(7-methoxy-9H-pyrido[3,4-b]indol-1-yl)propanamide FC1=C(C=CC=C1)CCC(=O)NC1=NC=CC2=C1NC1=CC(=CC=C21)OC